8-bromo-6-(pivaloyloxy)isoquinoline 2-oxide BrC=1C=C(C=C2C=C[N+](=CC12)[O-])OC(C(C)(C)C)=O